ClC1=C2N(C(C(=N1)NCC1=CC(=CC(=C1)C)F)=O)[C@@H](CC2)C(=O)O (S)-1-chloro-3-((3-fluoro-5-methylbenzyl)amino)-4-oxo-4,6,7,8-tetrahydropyrrolo[1,2-a]pyrazine-6-carboxylic acid